C(#C)C1OC(OCC1)=O 4-ethynyl-1,3-dioxan-2-one